COC(CC/C(=C(\C1=CC=C(C=C1)OC(C(C)(C)C)=O)/C=1C=C2C=CNC2=CC1)/C1=CC=CC=C1)=O.O1C(CCCC1)CCC=O 3-(tetrahydro-2H-pyran-2-yl)propanal methyl-(Z)-5-(1H-indol-5-yl)-4-phenyl-5-(4-(pivaloyloxy)phenyl)pent-4-enoate